3-(5-(Aminomethyl)-4-fluoropyridin-2-yl)piperidine-2,6-dione NCC=1C(=CC(=NC1)C1C(NC(CC1)=O)=O)F